N1N=CC(=C1)C1=CC=C(C=C1)NC1=NC(=NC=C1)C1=CC=C2C=C(NC2=C1)C(=O)N 6-(4-((4-(1H-pyrazol-4-yl)phenyl)-amino)-pyrimidin-2-yl)-1H-indole-2-carboxamide